2-[2-(Difluoromethyl)-3-nitrophenyl]-5-(1,3-dioxolan-2-yl)pyridine FC(C1=C(C=CC=C1[N+](=O)[O-])C1=NC=C(C=C1)C1OCCO1)F